2-((5-(2-((3x-S,5x-S)-6-(dimethylamino)-5-methoxy-2-methylhexan-3-yl)-2,6-diazaspiro[3.4]oct-6-yl)-1,2,4-triazin-6-yl)oxy)-N-ethyl-5-fluoro-N-isopropylbenzamide fumarate C(\C=C\C(=O)O)(=O)O.CN(CC(CC(C(C)C)N1CC2(C1)CN(CC2)C=2N=CN=NC2OC2=C(C(=O)N(C(C)C)CC)C=C(C=C2)F)OC)C